(R)-6-(2-(Difluoromethyl)-4-(trifluoromethyl)phenyl)-5-methyl-N-(1-methylpiperidin-3-yl)pyridazin-3-amine FC(C1=C(C=CC(=C1)C(F)(F)F)C1=C(C=C(N=N1)N[C@H]1CN(CCC1)C)C)F